(2-((2-chloro-5-(trifluoromethyl)pyrimidin-4-yl)amino)-5-methoxyphenyl)dimethylphosphine oxide ClC1=NC=C(C(=N1)NC1=C(C=C(C=C1)OC)P(C)(C)=O)C(F)(F)F